(4-Benzoyl-3-hydroxy-phenoxy)-acetic acid C(C1=CC=CC=C1)(=O)C1=C(C=C(OCC(=O)O)C=C1)O